((chloromethyl)thio)-5,5-dimethyl-4,5-dihydroisoxazole ClCSC1=NOC(C1)(C)C